COC1=CC=C(C=C1)CN(C(OC(C)(C)C)=O)C=1SC=C(N1)B1OC(C(O1)(C)C)(C)C tert-butyl N-[(4-methoxyphenyl)methyl]-N-[4-(4,4,5,5-tetramethyl-1,3,2-dioxaborolan-2-yl)-1,3-thiazol-2-yl]carbamate